5-Bromo-2-(difluoromethyl)pyridine-4-carboxylic acid BrC=1C(=CC(=NC1)C(F)F)C(=O)O